N1C(=NC=C1)C1=CC=C(C(=N1)C)N1CCN(CC1)CC1=CC(=NC=N1)NC(=O)NCC 1-(6-((4-(6-(1H-imidazol-2-yl)-2-methylpyridin-3-yl)piperazin-1-yl)methyl)pyrimidin-4-yl)-3-ethylurea